mercaptozirconium S[Zr]